BrC1=CC=C2C3(CC=4C(=NOC4C2=C1)NS(=O)(=O)C1=C(C=C(C=C1OC)CC(=O)OC)OC)CC3 methyl 2-(4-(N-(8'-bromo-4'H-spiro[cyclopropane-1,5'-naphtho[2,1-d]isoxazol]-3'-yl)sulfamoyl)-3,5-dimethoxyphenyl)acetate